N-(1-((1s,3s)-3-hydroxycyclobutyl)-3-(pyrazin-2-yl)-1H-pyrazol-4-yl)-2-(1H-pyrazol-4-yl)oxazole-4-carboxamide OC1CC(C1)N1N=C(C(=C1)NC(=O)C=1N=C(OC1)C=1C=NNC1)C1=NC=CN=C1